2-bromo-5-methoxy-4-(trifluoromethyl)benzoic acid BrC1=C(C(=O)O)C=C(C(=C1)C(F)(F)F)OC